C1CCCCC1 (1S,2R)-cyclohexane